3-(4-bromo-2-(trifluoromethyl)phenyl)morpholine BrC1=CC(=C(C=C1)C1NCCOC1)C(F)(F)F